C(C)OCC=1C=C(C=CC1)O m-(ethoxymethyl)phenol